C(C)(C)(C)OC(N(C)C1=C(C(=C(C=C1)C)C1=CC2=C(N=C(S2)N)C=C1)F)=O (3-(2-aminobenzo[d]thiazol-6-yl)-2-fluoro-4-methylphenyl)(methyl)carbamic acid tert-butyl ester